ClC1=CC(=NC=C1C)N1CC(C1)O (4-chloro-5-methylpyridin-2-yl)azetidin-3-ol